C1(=CC=CC=C1)N1CCN(CC1)CCNCC1=NC=CC=C1 2-(4-Phenylpiperazin-1-yl)-N-(pyridin-2-ylmethyl)ethan-1-amine